methyl (2-(3-(3-(pentan-3-ylcarbamoyl)-1H-pyrazol-5-yl)phenyl)oxazole-5-carbonyl)-L-leucinate CCC(CC)NC(=O)C1=NNC(=C1)C=1C=C(C=CC1)C=1OC(=CN1)C(=O)N[C@@H](CC(C)C)C(=O)OC